N-[3-chloro-4-methyl-5-(5-methyl-5-aza-2-oxahex-6-yl)phenyl]-3-[2-(2,6-dioxo-hexahydropyridin-3-yl)-3-oxo-2,3-dihydro-1H-isoindol-5-yl]propionamide ClC=1C=C(C=C(C1C)CN(CCOC)C)NC(CCC=1C=C2C(N(CC2=CC1)C1C(NC(CC1)=O)=O)=O)=O